C(C)(C)(C)C=1C=C(C=C(C1O)C(C)(C)C)CCC(=O)C(C(=O)NN)CC(CCC1=CC(=C(C(=C1)C(C)(C)C)O)C(C)(C)C)=O 2,3-bis[3-(3,5-di-tert-butyl-4-hydroxyphenyl)propionyl]propionohydrazide